C(C(O)C)(=O)O.C([C@@H](O)C)(=O)O L-lactic acid lactate